F[C@@H]1[C@@]2(C[C@H]([C@](C[C@H]1C(=C)C1=CC=C(N=N1)C1=C(C=C(C=C1)N1C=NC=C1)O)(N2)[2H])F)[2H] 2-(6-(1-((1S,2S,3S,5S,6R)-2,6-difluoro-8-azabicyclo[3.2.1]octan-3-yl-1,5-d2)vinyl)pyridazin-3-yl)-5-(1H-imidazol-1-yl)phenol